octadecyldimethyl-[3-(triethoxysilyl)propyl]ammonium chloride [Cl-].C(CCCCCCCCCCCCCCCCC)[N+](CCC[Si](OCC)(OCC)OCC)(C)C